(2S)-2-(4-tert-butyl-1H-pyrrole-3-carboxamido)-N6-methyl-N1-(1-(2-(2-adamantylamino)ethyl)-2-oxo-1,2-dihydropyridin-3-yl)-5-oxohexanediamide C(C)(C)(C)C=1C(=CNC1)C(=O)N[C@H](C(=O)NC=1C(N(C=CC1)CCNC1C2CC3CC(CC1C3)C2)=O)CCC(C(=O)NC)=O